1-ethoxy-4-(isocyanatomethyl)-benzene C(C)OC1=CC=C(C=C1)CN=C=O